IndolylmethylMethyl sulfide N1C(=CC2=CC=CC=C12)CSC